1-(quinolin-7-yl)-1H-benzo[d]imidazol-2(3H)-one N1=CC=CC2=CC=C(C=C12)N1C(NC2=C1C=CC=C2)=O